1-(2-chloro-5-methyl-4-nitrophenyl)-4-methylpiperidine ClC1=C(C=C(C(=C1)[N+](=O)[O-])C)N1CCC(CC1)C